[S-2].[Zn+2].[Cu+2].[S-2] copper-zinc sulfide